CS(=O)(=O)CCN1N=CC(=C1)C1=C2C(=NC=C1)N(N=C2CNC(C=C)=O)C2=CC=C(C=C2)OC(F)(F)F N-((4-(1-(2-(methylsulfonyl)ethyl)-1H-pyrazol-4-yl)-1-(4-(trifluoromethoxy)phenyl)-1H-pyrazolo[3,4-b]pyridin-3-yl)methyl)acrylamide